4-amino-N-((5-bromo-3-fluoropyridin-2-yl)methyl)-N-cyclopropyl-7-fluoro-1-methyl-1H-pyrazolo[4,3-c]quinoline-8-carboxamide NC1=NC=2C=C(C(=CC2C2=C1C=NN2C)C(=O)N(C2CC2)CC2=NC=C(C=C2F)Br)F